C(C)(C)[C@@H]1[C@H](C[C@H](CC1)C)OC1(C=C)CC=C(C=C1)C=C 1-(((1S,2R,5S)-2-isopropyl-5-methylcyclohexyl)oxy)-4-vinyl-styrene